ClC=1C(=NC(=NC1)N)NC1CCCC1 5-chloro-N4-cyclopentyl-pyrimidine-2,4-diamine